CC(C[C@@H](C(=O)N1CCC(CC1)CC1=NC=CC=C1)N1C([C@@H](NCC1)CC(C)C)=O)C (S)-1-[(S)-3-Methyl-1-({4-[(2-pyridyl)methyl]-1-piperidyl}carbonyl)butyl]-3-isobutyl-2-piperazinone